C(#N)C(C(=O)N)=C 2-cyanoacrylamide